hydroxypropionitril OC(C#N)C